C(=O)(OC(C)(C)C)N[C@H](CC1=CNC2=CC=CC=C12)CO N(alpha)-Boc-D-tryptophanol